N1C[C@H]([C@H](CC1)O)O |r| racemic-cis-piperidine-3,4-diol